C1=NC(=C2C(=N1)N(C=N2)[C@H]3[C@@H]([C@@H]([C@H](O3)COP(=O)(O)O)O)O)N adenosine-5'-monophosphoric acid